ClC=1C=CC(=C(C1)[C@H]1C[C@H](C1)NC(=O)C=1N=NN(C1)[C@H](C)C=1C=NC(=NC1)N1C([C@@H]2C[C@@H]2C1)=O)C#N N-((cis)-3-(5-chloro-2-cyanophenyl)cyclobutyl)-1-((R)-1-(2-((1R,5S)-2-oxo-3-azabicyclo[3.1.0]hexan-3-yl)pyrimidin-5-yl)ethyl)-1H-1,2,3-triazole-4-carboxamide